BrC1C(C2=CC=CC=C2C1)=O bromoindanone